BrC=1C=CC=C2C(=CC(=NC12)Cl)C(C)=O 1-(8-bromo-2-chloroquinolin-4-yl)ethanone